ClC=1SC(=CC1C(=O)N[C@H](C(=O)NC=1C(N(C=CC1)CC(=O)NC1C2CC3CC(CC1C3)C2)=O)CCC(C(=O)NC)=O)Cl (S)-2-(2,5-dichlorothiophene-3-carboxamido)-N1-(1-(2-(2-adamantylamino)-2-oxoethyl)-2-oxo-1,2-dihydropyridin-3-yl)-N6-methyl-5-oxohexanediamide